6-chloro-N-(4-(((5-chlorobenzofuran-2-yl)methyl)carbamoyl)piperidin-1-yl)-3,4-dihydro-2H-benzo[b][1,4]oxazine-2-carboxamide ClC1=CC2=C(OC(CN2)C(=O)NN2CCC(CC2)C(NCC=2OC3=C(C2)C=C(C=C3)Cl)=O)C=C1